O=C[C@H](O)[13C@@H](O)[C@H](O)[C@H](O)CO Glucose-3-13C